CS(=O)(=O)C1=C(C=CC=C1)NC1=CC(=NC=C1C(NC)=O)NC1=CC=C(C=N1)C(=O)OC methyl 6-({4-[(2-methanesulfonylphenyl)amino]-5-(methylcarbamoyl)pyridin-2-yl}amino)pyridine-3-carboxylate